ClC1=CC=C(C=C1)S(=O)(=O)NC1=NC=C(C(=N1)O)C(=O)NCC(=O)O 2-(2-(4-chlorobenzenesulfonamido)-4-hydroxypyrimidine-5-carboxamido)acetic acid